COC(C[C@H]1CC[C@H]2[C@@H](C([C@H]3[C@@H](O2)C([C@H](O3)CCOCC3=CC=CC=C3)=O)=O)O1)=O 2-((2R,3aR,4aS,7R,8aS,9aR)-2-(2-(benzyloxy)ethyl)-3,9-dioxodecahydrofurano[3,2-b]pyrano[2,3-e]pyran-7-yl)acetic acid methyl ester